2-(4-bromo-2-chlorophenoxy)acetyl chloride BrC1=CC(=C(OCC(=O)Cl)C=C1)Cl